(5-benzyl-4,5-dihydroisoxazol-3-yl)(4-bromophenyl)methanone C(C1=CC=CC=C1)C1CC(=NO1)C(=O)C1=CC=C(C=C1)Br